2-(3-oxocyclohexyl)isoindoline-1,3-dione O=C1CC(CCC1)N1C(C2=CC=CC=C2C1=O)=O